[B].[Fe].[Nd].[Cu].[Ni] nickel-copper neodymium iron boron